ClC=1C(=CC(=NC1)OC)C1=CC(=NN1)C(=O)N1CCC(CC1)C(=O)NC1=NC(=CC=C1)C 1-(5-(5-chloro-2-methoxypyridin-4-yl)-1H-pyrazole-3-carbonyl)-N-(6-methylpyridin-2-yl)piperidine-4-carboxamide